[Na+].ClC1=CC=C(C=C1)CN1C(=C(C2=CC(=CC=C12)C(C)C)SC(C)(C)C)CC(C(=O)[O-])(C)C 1-[(4-chlorophenyl)methyl]3-[(1,1-dimethylethyl)thio]-α,α-dimethyl-5-(1-methylethyl)-1H-indole-2-propanoic acid, sodium salt